3-hydroxy-2H-[1,3'-bipyridyl]-2-one OC=1C(N(C=CC1)C=1C=NC=CC1)=O